C12(CC3CC(CC(C1)C3)C2)C=2N=C(SC2)NCCCN(C)C (3-{[4-(adamantan-1-yl)-1,3-thiazol-2-yl]amino}propyl)dimethylamine